(±)-2-(3-((2-(4-Bromo-2-methylbenzo[d]oxazol-6-yl)-2-hydroxyethyl)(methyl)amino)-2-hydroxyphenyl)acetic acid ethyl ester C(C)OC(CC1=C(C(=CC=C1)N(C)C[C@H](O)C1=CC2=C(N=C(O2)C)C(=C1)Br)O)=O |r|